spiro[9H-xanthene-9,9-[9H]fluorene] C1=CC=CC=2C3=CC=CC=C3C3(C12)C1=CC=CC=C1OC=1C=CC=CC13